C1(N=CC2=C1C=NC2=O)=O pyrrolo[3,4-c]-pyrrole-1,4-dione